N-((R)-2-(2-((1S,5R,6s)-3-oxabicyclo[3.1.0]hexane-6-carboxamido)pyridin-4-yl)-6,7,8,9-tetrahydro-5H-benzo[7]annulen-5-yl)-3-(tert-butyl)-1,2,4-oxadiazole-5-carboxamide [C@@H]12COC[C@H]2C1C(=O)NC1=NC=CC(=C1)C=1C=CC2=C(CCCC[C@H]2NC(=O)C2=NC(=NO2)C(C)(C)C)C1